methyl 2-(3-(4,6-dimethoxypyrimidin-2-yl)-6-fluoro-2-oxo-2,3-dihydrobenzothiazol-5-ylcarbamoyloxy)-3-methyl-3-butenoate COC1=NC(=NC(=C1)OC)N1C(SC2=C1C=C(C(=C2)F)NC(=O)OC(C(=O)OC)C(=C)C)=O